CCCCCCCCCCCCCCCCCC(=O)O[C@H](COC(=O)CCCCCCC/C=C\CCCC)COP(=O)([O-])OCC[N+](C)(C)C 1-(9Z-tetradecenoyl)-2-octadecanoyl-glycero-3-phosphocholine